3-HYDROXY-5-(TRIFLUOROMETHOXY)PHENYLBORONIC ACID OC=1C=C(C=C(C1)OC(F)(F)F)B(O)O